5-[1-(1-methylimidazol-4-yl)-3-(trifluoromethyl)pyrazol-4-yl]imidazole-2-carboxamide tert-Butyl-1-[5-(1,3-dioxolan-2-yl)-3-thienyl]-3,4-dihydroisoquinoline-2(1H)-carboxylate C(C)(C)(C)OC(=O)N1C(C2=CC=CC=C2CC1)C1=CSC(=C1)C1OCCO1.CN1C=NC(=C1)N1N=C(C(=C1)C1=CN=C(N1)C(=O)N)C(F)(F)F